ClC1=C(C=CC=C1OC)C(=O)N1C[C@H]2COC(CN2CC1)C1=CC(=C(C=C1)F)\C=C\C |r| (2-chloro-3-methoxy-phenyl)-[rac-(9aS)-3-[4-fluoro-3-[rac-(E)-prop-1-enyl]phenyl]-3,4,6,7,9,9a-hexahydro-1H-pyrazino[2,1-c][1,4]oxazin-8-yl]methanone